C(CCCCCCCCCCC)(=O)NCCC[NH2]=O lauramidopropyl-amine oxide